COC(=O)C1=NC(=C(C=C1S(=O)(=O)CC)C(F)(F)F)Cl 6-chloro-3-ethylsulfonyl-5-(trifluoromethyl)pyridine-2-carboxylic acid methyl ester